C(C)C=1N=C(C2=C(N1)SC(=C2)C)NCCCC2=CC=C(C=C2)NC2=CC=CC=C2 2-ethyl-6-methyl-N-(3-(4-(phenylamino)phenyl)propyl)thieno[2,3-d]pyrimidin-4-amine